C(O)([O-])=O.C(CCC)[N+](C)(CCCC)CCCC tri-n-butylmonomethylammonium hydrogen carbonate